COC1=C(CN2CCN(CC2)CC2CCN(CC2)C(=O)OC(C)(C)C)C=CC(=C1)C1=CN(C(C(=C1C)C)=O)C tert-butyl 4-((4-(2-methoxy-4-(1,4,5-trimethyl-6-oxo-1,6-dihydropyridin-3-yl)benzyl)piperazin-1-yl)methyl)piperidine-1-carboxylate